methyl 1-ethyl-2-[9-(3-hydroxypropyl)-11-methyl-1,9-diazatricyclo[6.3.1.04,12]dodeca-2,4(12),5,7-tetraen-2-yl]-7-methoxy-benzimidazole-5-carboxylate C(C)N1C(=NC2=C1C(=CC(=C2)C(=O)OC)OC)C=2N1C(CN(C3=CC=CC(C2)=C13)CCCO)C